(R)-4-amino-7-(difluoromethoxy)-1-(4-(1-hydroxyethyl)phenyl)-2-oxo-1,2-dihydroquinoline-3-carboxylic acid methyl ester COC(=O)C=1C(N(C2=CC(=CC=C2C1N)OC(F)F)C1=CC=C(C=C1)[C@@H](C)O)=O